FC1(OC=2C=C(C=C(C2C2C1CCCC2)O)C(C)C(C)C)F 6,6-Difluoro-3-(3-methylbutan-2-yl)-6a,7,8,9,10,10a-hexahydrobenzo[c]chromen-1-ol